N-(3-((3aR,4S,9bR)-4-(hydroxymethyl)-1-(pyridin-4-ylmethyl)-2,3,3a,4,5,9b-hexahydro-1H-pyrrolo[3,2-c]quinolin-8-yl)phenyl)butanamide OC[C@H]1NC=2C=CC(=CC2[C@H]2[C@@H]1CCN2CC2=CC=NC=C2)C=2C=C(C=CC2)NC(CCC)=O